bis(t-butoxy)dimethyl-tin C(C)(C)(C)O[Sn](C)(C)OC(C)(C)C